FC1=C(C=C(C(=C1)C(F)(F)F)C1=NC=CC=N1)C(=O)NC=1N(N=C2C=C(C=CC12)C(=O)N)C1=C(C=CC=C1)C 3-({[2-fluoro-5-pyrimidin-2-yl-4-(trifluoromethyl)phenyl]carbonyl}amino)-2-(2-methylphenyl)-2H-indazole-6-carboxamide